9,9-dimethyl-9H-fluoren-2-yl-boronic acid CC1(C2=CC=CC=C2C=2C=CC(=CC12)B(O)O)C